FC1=CC=C(C=C1)C1=NN(C=C1C=1C=2N(N=CC1)C=C(N2)C(=O)O)C 8-[3-(4-fluorophenyl)-1-methylpyrazol-4-yl]imidazo[1,2-b]pyridazine-2-carboxylic acid